2-chloro-4-(8-(4-(4-(1-(2-(2,6-dioxopiperidin-3-yl)-1,3-dioxoisoindolin-5-yl)azetidin-3-yl)-1,4-diazepan-1-carbonyl)phenyl)-2,8-diazaspiro[4.5]Decan-2-yl)benzonitrile ClC1=C(C#N)C=CC(=C1)N1CC2(CC1)CCN(CC2)C2=CC=C(C=C2)C(=O)N2CCN(CCC2)C2CN(C2)C=2C=C1C(N(C(C1=CC2)=O)C2C(NC(CC2)=O)=O)=O